FN(N(CC)F)F trifluoro-ethyl-hydrazine